(Z)-5-methoxy-3-styryl-phthalide COC=1C=C2C(OC(=O)C2=CC1)\C=C/C1=CC=CC=C1